(D)-(+)-Mannose O=C[C@@H](O)[C@@H](O)[C@H](O)[C@H](O)CO